4-(1H-indol-3-yl)-N,N-dimethylcyclohex-3-enamine N1C=C(C2=CC=CC=C12)C1=CCC(CC1)N(C)C